C1(=CC(=CC=C1)C[C@@H]1N(CC([C@@H]1NS(=O)(=O)C1CC1)(F)F)C(=O)C1OCC1)C1=CC=CC=C1 N-[(2S,3R)-2-[([1,1-biphenyl]-3-yl)-methyl]-4,4-difluoro-1-(oxetane-2-carbonyl)pyrrolidin-3-yl]cyclopropane-sulfonamide